ClC=1C=C(C=CC1F)[C@@H]1CN2[C@H](CO1)CN(CC2)C(=O)C2=C(C(=CC=C2)C2=CN=NN2)Cl [(3R,9aS)-3-(3-Chloro-4-fluorophenyl)-3,4,6,7,9,9a-hexahydro-1H-pyrazino[2,1-c][1,4]oxazin-8-yl]-[2-chloro-3-(1H-triazol-5-yl)phenyl]methanon